C(#C)C1=CC=NC=C1 4-ETHYNYLPYRIDINE